(S)-6-((1-(2-fluoro-5-methylphenyl)ethyl)amino)-3-(tetrahydro-2H-pyran-4-yl)-1,3,5-triazin-2,4(1H,3H)-dione FC1=C(C=C(C=C1)C)[C@H](C)NC1=NC(N(C(N1)=O)C1CCOCC1)=O